CC1([C@@H](C(CCC1)=C)CCC(C)S(=O)(=O)C1=NN=NN1C1=CC=CC=C1)C 5-((4-((S)-2,2-dimethyl-6-methylenecyclohexyl)butan-2-yl)-sulfonyl)-1-phenyl-1H-tetrazole